COC1=CC=C(C=C1)C1=NN2C(NC3=C(C2=N1)N=CC=C3)=O 2-(4-methoxyphenyl)pyrido[2,3-e][1,2,4]triazolo[1,5-c]pyrimidin-5(6H)-one